2-(ethylsulfanyl)-3,5-dihydro-4H-imidazol-4-one C(C)SC1=NCC(N1)=O